CC=1C=CC(=NC1)NC(=N)N 1-(5-methylpyridin-2-yl)guanidine